6-chloro-3-{1-[4-((2S,4R)-2-hydroxymethyl-4-methoxy-pyrrolidine-1-carbonyl)-phenyl]-1H-[1,2,3]triazol-4-yl}-1H-quinolin-2-one ClC=1C=C2C=C(C(NC2=CC1)=O)C=1N=NN(C1)C1=CC=C(C=C1)C(=O)N1[C@@H](C[C@H](C1)OC)CO